2-methyl-N-(4-(1-(2,2,2-trifluoroethyl)-1H-pyrazol-4-yl)quinolin-8-yl)-2H-indazole-6-carboxamide CN1N=C2C=C(C=CC2=C1)C(=O)NC=1C=CC=C2C(=CC=NC12)C=1C=NN(C1)CC(F)(F)F